2-(2'-hydroxy-4'-benzoyloxyphenyl)-5-chloro-2H-benzotriazole OC1=C(C=CC(=C1)OC(C1=CC=CC=C1)=O)N1N=C2C(=N1)C=CC(=C2)Cl